BrC=1C=C(C(=O)OC)C=CC1OC1CC(C1)NC(=O)OC(C)(C)C methyl 3-bromo-4-[3-(tert-butoxycarbonylamino)cyclobutoxy]benzoate